N6-[(2R)-2-amino-2-phenyl-ethyl]-1-methyl-N4-(1-methylcyclopentyl)pyrazolo[3,4-d]pyrimidine-4,6-diamine N[C@@H](CNC1=NC(=C2C(=N1)N(N=C2)C)NC2(CCCC2)C)C2=CC=CC=C2